N-Dodecylbenzothiazolium C(CCCCCCCCCCC)[N+]1=CSC2=C1C=CC=C2